OC1=C(C(=O)N(C=2C=C3C(=NC2)N(C=C3)C)C(C)C)C=C(C(=C1)O)C(C)C 2,4-dihydroxy-N,5-diisopropyl-N-(1-methyl-1H-pyrrolo[2,3-b]pyridin-5-yl)benzamide